nickel nitrate [N+](=O)([O-])[O-].[Ni+2].[N+](=O)([O-])[O-]